3-(2-(7-chloro-1-oxo-1,2-dihydrophthalazin-5-yl)ethoxy)propanoic acid ClC1=CC(=C2C=NNC(C2=C1)=O)CCOCCC(=O)O